4-hydroxy-5-azaspiro[2.4]heptane-5-carboxylic acid tert-butyl ester C(C)(C)(C)OC(=O)N1C(C2(CC2)CC1)O